OC(C(C(=C(C(=O)O)O)O)(O)O)C pentahydroxy-2-hexenoic acid